(8R,9S,10S)-9-(4-bromophenyl)-10-[(1,3-dioxo-3a,7a-dihydro-isoindol-2-yl)methyl]-N-(4-methoxyphenyl)-2-methyl-1,6-diazabicyclo[6.2.0]decane-6-carboxamide BrC1=CC=C(C=C1)[C@@H]1[C@@H]2CN(CCCC(N2[C@@H]1CN1C(C2C=CC=CC2C1=O)=O)C)C(=O)NC1=CC=C(C=C1)OC